sodium (S)-3-(3-(2,4-difluorophenoxy)phenyl)-3-(3-(1-methyl-4-oxido-2-oxo-1,2-dihydro pyridin-3-yl)ureido)propanoate FC1=C(OC=2C=C(C=CC2)[C@H](CC(=O)[O-])NC(=O)NC=2C(N(C=CC2[O-])C)=O)C=CC(=C1)F.[Na+].[Na+]